2-(4-((tert-Butoxycarbonyl)amino)bicyclo[2.2.2]oct-1-yl)thiazole-4-carboxylic acid C(C)(C)(C)OC(=O)NC12CCC(CC1)(CC2)C=2SC=C(N2)C(=O)O